(E)-4-methyl-N-(piperidin-1-ylmethylene)benzenesulfonamide CC1=CC=C(C=C1)S(=O)(=O)/N=C/N1CCCCC1